C12N(CC(NC1)CC2)C2=C1C(N(C(C1=CC(=C2F)F)=O)C2C(NC(CC2)=O)=O)=O 4-(2,5-diazabicyclo[2.2.2]octan-2-yl)-2-(2,6-dioxopiperidin-3-yl)-5,6-difluoroisoindoline-1,3-dione